N-(2-{4-[(1,2-Benzoxazol-3-yloxy)methyl]piperidin-1-yl}-2-[4-(difluoromethyl)-1,3-thiazol-5-yl]ethyl)-2-chloro-6-fluorobenzamide O1N=C(C2=C1C=CC=C2)OCC2CCN(CC2)C(CNC(C2=C(C=CC=C2F)Cl)=O)C2=C(N=CS2)C(F)F